1-[5-(1-methylcyclopropoxy)indazol-1-yl]ethanone Benzyl-hex-6-ylcarbamate C(C1=CC=CC=C1)N(C(O)=O)CCCCCC.CC1(CC1)OC=1C=C2C=NN(C2=CC1)C(C)=O